C[C@@]1(N(CCC1)C(=O)OC(C)(C)C)C(=O)OCC1=CC=CC=C1 (S)-2-benzyl 1-tert-butyl 2-methylpyrrolidine-1,2-dicarboxylate